(S)-Alanine benzyl ester C(C1=CC=CC=C1)OC([C@@H](N)C)=O